(3S,4R)-3-fluoro-1-methyl-N-[2-(prop-1-yn-1-yl)-3-(2,2,2-trifluoroethyl)pyrazolo[1,5-a]pyridin-7-yl]piperidin-4-amine F[C@H]1CN(CC[C@H]1NC1=CC=CC=2N1N=C(C2CC(F)(F)F)C#CC)C